3-Amino-6-(difluoromethoxy)-4-(7-fluoro-1H-indazol-4-yl)-7-methyl-1H-1,5-naphthyridin-2-one NC=1C(NC2=CC(=C(N=C2C1C1=C2C=NNC2=C(C=C1)F)OC(F)F)C)=O